5-(4-chlorobenzyl)-8-isopropyl-2-(2-methyl-pyridin-3-yl)-2,5,8-triazaspiro[3.5]nonane-6,9-dione ClC1=CC=C(CN2C3(CN(C3)C=3C(=NC=CC3)C)C(N(CC2=O)C(C)C)=O)C=C1